C(C1=CC=CC=C1)OC1=CC=C(C=C1)Br 1-(Benzyloxy)-4-bromobenzene